methyl 2-(2-(3,5-difluorophenyl)-4-methyl-3,4-dihydro-2H-pyrrol-5-yl)hydrazine-1-carboxylate FC=1C=C(C=C(C1)F)C1N=C(C(C1)C)NNC(=O)OC